8,18-DiHydroxyEicosapentaenoic Acid OC(C=CC=CC=CC(=O)O)=CC=CCCCCCCC(CC)O